[Si](C)(C)(C(C)(C)C)OC1CC(CCCC1)N1N=C(C=2C1=NC=NC2)I 1-(3-((tert-butyldimethylsilyl)oxy)cycloheptyl)-3-iodo-1H-pyrazolo[3,4-d]pyrimidine